O=C1NC(CCC1C1=NN(C2=CC(=CC=C12)OCC(=O)NCC=1C=NC(=CC1)OCC)C)=O 2-((3-(2,6-Dioxopiperidin-3-yl)-1-methyl-1H-indazol-6-yl)oxy)-N-((6-ethoxy-pyridin-3-yl)methyl)acetamide